p-acetamidobenzene C(C)(=O)NC1=CC=CC=C1